3-[7-(difluoromethoxy)-1,4-dimethyl-1H-benzotriazol-5-yl]-3-[7-(hydroxymethyl)-2,3-dihydro-1H-inden-5-yl]propanoate FC(OC1=CC(=C(C2=C1N(N=N2)C)C)C(CC(=O)[O-])C=2C=C1CCCC1=C(C2)CO)F